8-morpholino-6-[(2E)-2-(m-tolylmethylene)hydrazino]-N-(3-piperidyl)imidazo[1,2-a]pyrazine-2-carboxamide O1CCN(CC1)C=1C=2N(C=C(N1)N/N=C/C=1C=C(C=CC1)C)C=C(N2)C(=O)NC2CNCCC2